N-[(3S,4S)-6-acetyl-3-hydroxy-2,2-dimethyl-3,4-dihydrochromen-4-yl]-3-chloro-4-fluorobenzamide C(C)(=O)C=1C=C2[C@@H]([C@@H](C(OC2=CC1)(C)C)O)NC(C1=CC(=C(C=C1)F)Cl)=O